COC(C(C(=O)O)OS(=O)(=O)C)(C1=CC=CC=C1)C1=CC=CC=C1 3-methoxy-2-((methylsulfonyl)oxy)-3,3-diphenyl-propionic acid